BrC=1C=CC(=C(OCCN2C[C@@H](CC2)C(=O)O)C1)C=1OC2=C(C=CC=C2C(C1)=O)Cl (3R)-1-[2-[5-bromo-2-(8-chloro-4-oxo-chromen-2-yl)phenoxy]ethyl]pyrrolidine-3-carboxylic acid